2-(5-Chloro-2-((tetrahydro-2H-pyran-4-yl)amino)pyrimidin-4-yl)-8-oxo-5,6-dihydroimidazo[1,2-a]pyrazin ClC=1C(=NC(=NC1)NC1CCOCC1)C=1N=C2N(CCNC2=O)C1